COC(C(C)C)[N+]#[C-] methoxyisobutylisonitril